ClC=1C=CC2=CN(C(N=C2C1)C)C1=CC(=CC=C1)O 7-chloro-3-(3-hydroxyphenyl)-2-methyl-quinazoline